(1S,3aR,6aS)-2-(4-methoxy-1H-indole-2-carbonyl)-N-((S)-1-oxo-3-(2-oxo-2,3-dihydro-1H-imidazol-1-yl)propan-2-yl)octahydrocyclopenta[c]pyrrole-1-carboxamide COC1=C2C=C(NC2=CC=C1)C(=O)N1[C@@H]([C@@H]2[C@H](C1)CCC2)C(=O)N[C@H](C=O)CN2C(NC=C2)=O